N1=CC(=CC2=CC=CC=C12)C1=NC=NC=C1 4-(quinolin-3-yl)pyrimidin